3-(3-pyridyloxy)-4,5-dihydroisoxazole N1=CC(=CC=C1)OC1=NOCC1